OCCOCCOCCOC1CCN(CC1)C(=O)OC(C)(C)C tert-butyl 4-(2-(2-(2-hydroxyethoxy)ethoxy)ethoxy)piperidine-1-carboxylate